(4S)-2-amino-3-cyano-4-methyl-4,5,6,7-tetrahydro-1-benzo-thiophene-4-carboxylic acid NC=1SC2=C(C1C#N)[C@](CCC2)(C(=O)O)C